CC1=C(C=C(C=N1)NC(C=C)=O)[N+](=O)[O-] N-(6-methyl-5-nitropyridin-3-yl)acrylamide